4-amino-N-methyl-N-((3R)-6-(penta-fluoro-lambda~6~-sulfanyl)-2,3-dihydro-1-benzo-furan-3-yl)-1,3-dihydrofuro[3,4-c]-quinoline-8-carboxamide NC1=NC=2C=CC(=CC2C2=C1COC2)C(=O)N([C@H]2COC1=C2C=CC(=C1)S(F)(F)(F)(F)F)C